2-(3-Aminobenzofuro[3,2-b]pyridin-2-yl)propanol NC=1C=C2C(=NC1C(CO)C)C1=C(O2)C=CC=C1